CO[C@@H]1CC[C@H](CC1)NC(=O)C=1C=NN2C1C=C(C=C2)C2=CNC=1N=C(N=CC12)NCC1CCN(CC1)C N-(trans-4-methoxycyclohexyl)-5-(2-(((1-methylpiperidin-4-yl)methyl)amino)-7H-pyrrolo[2,3-d]pyrimidin-5-yl)pyrazolo[1,5-a]pyridine-3-carboxamide